CN1CC=2N(CC1)N=CC2C2=CNC1=C2N=C(N=C1C1=CC=NC=C1)N1CCOCC1 4-(7-(5-methyl-4,5,6,7-tetrahydropyrazolo[1,5-a]pyrazin-3-yl)-4-(pyridin-4-yl)-5H-pyrrolo[3,2-d]pyrimidin-2-yl)morpholine